1-(4-(Aminomethyl)-5-fluoropyridin-3-yl)dihydropyrimidine-2,4(1H,3H)-dione NCC1=C(C=NC=C1F)N1C(NC(CC1)=O)=O